C(C1=CC=CC=C1)[C@H]1N(CCN(C1)S(=O)(=O)C)C=1N=CC2=C(N1)C(=NN2C=2C(=C(C(=C(C2)C(F)(F)F)Cl)O)F)NC (R)-3-(5-(2-benzyl-4-(methylsulfonyl)piperazin-1-yl)-3-(methylamino)-1H-pyrazolo[4,3-d]pyrimidin-1-yl)-6-chloro-2-fluoro-5-(trifluoromethyl)phenol